1-(1-Methyl-1H-pyrazol-4-yl)ethan-1-on CN1N=CC(=C1)C(C)=O